ClC1=NC(=CC2=C1CC(C2)(C(=O)OC)C(=O)OC)OC dimethyl 1-chloro-3-methoxy-5,7-dihydrocyclopenta[c]pyridine-6,6-dicarboxylate